[C@@H]12CN(CC[C@@H](CC1)N2)C2=NC(=NC1=C(C(=CC=C21)C2=CC(=CC1=CC=C(C(=C21)C#C[Si](C(C)C)(C(C)C)C(C)C)F)O)F)OCC2(CC2)CN(C)C 4-(4-((1S,6R)-3,9-diazabicyclo[4.2.1]nonan-3-yl)-2-((1-((dimethylamino)methyl)cyclopropyl)methoxy)-8-fluoroquinazolin-7-yl)-6-fluoro-5-((triisopropylsilyl)ethynyl)naphthalen-2-ol